1-(4-(bis(2,3-dihydrobenzofuran-5-yl)methyl)piperazine-1-carbonyl)-1H-1,2,4-triazole-3-carbonitrile O1CCC2=C1C=CC(=C2)C(N2CCN(CC2)C(=O)N2N=C(N=C2)C#N)C=2C=CC1=C(CCO1)C2